C(C1=CC=CC=C1)OC([C@@H](CC1=CC=CC=C1)OC([C@H](CC(C)(C)F)N(C)C(=O)OC(C)(C)C)=O)=O (2R)-1-(benzyloxy)-1-oxo-3-phenylpropan-2-yl-(2S)-2-[[(tert-butoxy) carbonyl] (methyl) amino]-4-fluoro-4-methylvalerate